rac-ethyl-(2s,4s,5s)-5-(benzo[d][1,3]dioxol-5-yl)-4-cyano-4-methylpyrrolidine-2-carboxylate C(C)OC(=O)[C@H]1N[C@H]([C@@](C1)(C)C#N)C1=CC2=C(OCO2)C=C1 |r|